O1CC(C1)N1CC(C1)C=1N=NNC1 4-(1-(oxetan-3-yl)azetidin-3-yl)-1H-1,2,3-triazol